FC1=CC=C(CCN2CC3N(C=4C=CC=C5C4C(C3)=CS5)CC2)C=C1 8-(4-fluorophenethyl)-6,6a,7,8,9,10-hexahydropyrazino[1,2-a]thieno[4,3,2-de]quinoline